C(C=C)(=O)N1C[C@@H](N(C[C@H]1C)C1=NC(N2C3=C(C(=C(C=C13)Cl)C1=C(C=C(C(=C1)Cl)F)F)SC[C@@H]2CN2CCN(CC2)C2CC2)=O)C (3S)-7-((2S,5R)-4-acryloyl-2,5-dimethylpiperazin-1-yl)-9-chloro-10-(5-chloro-2,4-difluorophenyl)-3-((4-cyclopropylpiperazin-1-yl)methyl)-2H-[1,4]thiazino[2,3,4-ij]quinazolin-5(3H)-one